4-(1-(2-methoxyethyl)-3-(pyridin-3-yl)-1H-pyrazol-4-yl)-N-(4-(1-(2-methoxyethyl)piperidin-4-yl)phenyl)pyrimidin-2-amine COCCN1N=C(C(=C1)C1=NC(=NC=C1)NC1=CC=C(C=C1)C1CCN(CC1)CCOC)C=1C=NC=CC1